OC=1C(C(=CN2N3[C@@H](C=C[C@@H](N(C(C21)=O)C3)C)C(C)C)C(=O)NCC3=C(C=C(C=C3F)F)F)=O (1S-2R-5S)-8-hydroxy-2-isopropyl-5-methyl-7,9-dioxo-N-(2,4,6-trifluorobenzyl)-2,5,7,9-tetrahydro-1,6-methanopyrido[1,2-b][1,2,5]triazonine-10-carboxamide